3-{[6-Chloro-5-(4-dimethylamino-phenyl)-2-oxo-1,2-dihydro-indolylidene]-hydroxy-methyl}-benzoic acid ClC1=C(C=C2C(C(NC2=C1)=O)=C(C=1C=C(C(=O)O)C=CC1)O)C1=CC=C(C=C1)N(C)C